1,1,1,3,3,3-Hexamethyl-2-(2-(phenylsulfonyl)allyl)-2-(trimethylsilyl)trisilane C[Si]([Si]([Si](C)(C)C)([Si](C)(C)C)CC(=C)S(=O)(=O)C1=CC=CC=C1)(C)C